C1(=CC=CC=C1)C1=CC=C(OC2=CC=CC3=C2C=NB3)C=C1 4-(4-phenylphenoxy)benzoborazole